C(#N)C=1C=NN2C1C(=CC(=C2)C=2C=NN(C2C)C2CN(C2)[C@@H]2CN(CC2)C(=O)OC(C)(C)C)O tert-Butyl (3S)-3-[3-[4-(3-cyano-4-hydroxy-pyrazolo[1,5-a]pyridin-6-yl)-5-methyl-pyrazol-1-yl]azetidin-1-yl]pyrrolidine-1-carboxylate